(3,6-Dichloro-pyrazin-2-yl)-[4-fluoro-3-(7-morpholin-4-yl-quinazolin-4-yl)phenyl]-methanol ClC=1C(=NC(=CN1)Cl)C(O)C1=CC(=C(C=C1)F)C1=NC=NC2=CC(=CC=C12)N1CCOCC1